4-(2-phenylmethoxycarbonyl-3,4-dihydro-1H-isoquinolin-6-yl)butanoic acid C1(=CC=CC=C1)COC(=O)N1CC2=CC=C(C=C2CC1)CCCC(=O)O